(1s,3s)-3-((3-(2-chloro-4-phenoxybenzoyl)-1H-pyrrolo[2,3-b]pyridin-4-yl)amino)cyclobutane-1-carboxylic acid ClC1=C(C(=O)C2=CNC3=NC=CC(=C32)NC3CC(C3)C(=O)O)C=CC(=C1)OC1=CC=CC=C1